CC=1C(=NC(=CC1)NC1=CC2=C(C=N1)SC(=N2)C2=NC=CC=C2C)CN2[C@H](CCC2)CO [(2R)-1-[(3-Methyl-6-{[2-(3-methylpyridin-2-yl)-[1,3]thiazolo[5,4-c]pyridin-6-yl]amino}pyridin-2-yl)methyl]pyrrolidin-2-yl]methanol